BrC=1C(=C(NC1)C(=O)OCC)C1=NC=CC(=C1)C Ethyl 4-bromo-3-(4-methylpyridin-2-yl)-1H-pyrrole-2-carboxylate